5-(4-(((1S,2S)-2-(methoxycarbonyl)cyclohexyl)methoxy)phenyl)-3-methylisoxazole-4-carboxylic acid COC(=O)[C@@H]1[C@H](CCCC1)COC1=CC=C(C=C1)C1=C(C(=NO1)C)C(=O)O